1-(fluorosulfonyl)-3-methyl-1H-imidazol-3-ium trifluoromethanesulfonate FC(S(=O)(=O)[O-])(F)F.FS(=O)(=O)N1C=[N+](C=C1)C